CN1[C@@H](CCC1)COC1=NC=CC(=N1)C(=O)NC1=CC=CC2=CC=CC=C12 2-[[(2S)-1-methylpyrrolidin-2-yl]methoxy]-N-(1-naphthyl)pyrimidine-4-carboxamide